3-(4-fluoro-3-(trifluoromethyl)phenyl)-5-(2-(3-fluoro-3-methylazetidin-1-yl)-2-oxoethyl)thieno[3,2-c]pyridin-4(5H)-one FC1=C(C=C(C=C1)C1=CSC2=C1C(N(C=C2)CC(=O)N2CC(C2)(C)F)=O)C(F)(F)F